C(C)(=O)C1=C(C2=C(N=C(N=C2)NC2=CC=C(C=N2)N2CCN(CC2)S(=O)(=O)NC(C)C)N(C1=O)C1CCCC1)C 4-(6-((6-acetyl-8-cyclopentyl-5-methyl-7-oxo-7,8-dihydropyrido[2,3-d]-pyrimidin-2-yl)amino)pyridin-3-yl)-N-isopropylpiperazine-1-sulfonamide